C[C@H]1CCC(=NC1)C=1C=CC2=C(N=C(S2)C2CN(C(C2)(C)C)C)C1 5-((S)-5-methyl-3,4,5,6-tetrahydropyridin-2-yl)-2-(1,5,5-trimethylpyrrolidin-3-yl)benzo[d]thiazole